N-methyl-5-[(3R)-3-methylmorpholin-4-yl]pyrazolo[1,5-a]pyrimidin-7-amine CNC1=CC(=NC=2N1N=CC2)N2[C@@H](COCC2)C